(1-pyrrolidinylmethyl)-5-(3,4-dichlorophenyl)acetyl-4,5,6,7-tetrahydroimidazo-[4,5-c]-pyridine N1(CCCC1)CC=1NC2=C(CN(CC2)C(CC2=CC(=C(C=C2)Cl)Cl)=O)N1